2-(4-bromophenyl)-4-(3-piperidinylamino)-thieno[2,3-d]pyridazine-7-carboxylic acid amide BrC1=CC=C(C=C1)C1=CC=2C(=C(N=NC2NC2CNCCC2)C(=O)N)S1